CC1=C(C(=CC=C1)C)C1=CC=NC2=CC(=CC=C12)O[C@@H](C(=O)N1C[C@H](CCC1)CC(=O)OCC)C ethyl 2-[(3R)-1-[(2R)-2-[[4-(2,6-dimethylphenyl)-7-quinolyl]oxy]propanoyl]-3-piperidyl]acetate